2,4-diphenyl-6-(3-vinyl-phenyl)-1,3,5-triazine C1(=CC=CC=C1)C1=NC(=NC(=N1)C1=CC=CC=C1)C1=CC(=CC=C1)C=C